N,N-di-methyl-amino-ethyl methacrylate C(C(=C)C)(=O)OCCN(C)C